neodymium (1-methylheptyl) (1-methylheptyl)phosphonate CC(CCCCCC)P(OC(CCCCCC)C)([O-])=O.[Nd+3].CC(CCCCCC)OP([O-])(=O)C(CCCCCC)C.CC(CCCCCC)OP([O-])(=O)C(CCCCCC)C